6-Chloro-3-[[(1R)-1-[2-(3-cyano-2-fluoro-phenyl)-3,6-dimethyl-4-oxo-chromen-8-yl]ethyl]amino]pyridine-2-carboxylic acid ClC1=CC=C(C(=N1)C(=O)O)N[C@H](C)C=1C=C(C=C2C(C(=C(OC12)C1=C(C(=CC=C1)C#N)F)C)=O)C